C(#N)C=1C=C2COC3(CCN(CC3)C(=O)C=3C=CC(=C(C3)NC(=O)NC3CCNCC3)C)C2=CC1 1-(5-(5-cyano-3H-spiro[isobenzofuran-1,4'-piperidin]-1'-ylcarbonyl)-2-methylphenyl)-3-(piperidin-4-yl)urea